N1-(4-fluorophenyl)hexane-1,2-diamine FC1=CC=C(C=C1)NCC(CCCC)N